2-methylpropan-2-yl 4-(6-amino-1,2-diazin-3-yl)-6-methyl-1,2,3,6-tetrahydropyridine-1-carboxylate NC1=CC=C(N=N1)C=1CCN(C(C1)C)C(=O)OC(C)(C)C